(R)-N-(4-hydroxy-3-methoxyl-benzyl)-2-phenyl-propionamide OC1=C(C=C(CNC([C@H](C)C2=CC=CC=C2)=O)C=C1)OC